bis(cyclohexyl-4-hydroxy-methyl-phenyl)-2-hydroxyphenylmethane C1(CCCCC1)C=1C(=C(C=CC1O)C(C1=C(C=CC=C1)O)C1=C(C(=C(C=C1)O)C1CCCCC1)C)C